ClC1=CC(=C(C(=C1)C(NC)=O)NC(=O)C=1N(N=C(C1)C(F)(F)F)C(C(C)C)C)C N-[4-chloro-2-methyl-6-(methylcarbamoyl)phenyl]-2-(1,2-dimethylpropyl)-5-(trifluoromethyl)pyrazole-3-carboxamide